3-{[8-(1-methyl-1H-indol-6-yl)quinoxalin-6-yl]amino}-N-[(morpholin-3-yl)methyl]pyridine CN1C=CC2=CC=C(C=C12)C=1C=C(C=C2N=CC=NC12)NC=1CN(C=CC1)CC1NCCOC1